C(C)(C)(C)OC(N[C@H]1CN(CC1)C1=C(C=CC=2N(C(=NC21)C(C)C)C)N)=O (R)-(1-(5-amino-2-isopropyl-1-methyl-1H-benzo[d]imidazol-4-yl)pyrrolidin-3-yl)carbamic acid tert-butyl ester